Methyl (4R)-2-(3-chloropropyl)-4-fluoropyrrolidine-2-carboxylate ClCCCC1(NC[C@@H](C1)F)C(=O)OC